Bicyclo[8.1.1]dodecane C12CCCCCCCCC(C1)C2